chloro-1',5'-dioxo-6'-(pyrimidin-4-ylamino)-1',5'-dihydro-2'H-spiro[cyclohexane-1,3'-imidazo[1,5-a]pyridine]-4-carbonitrile ClN1C2(N3C(=CC=C(C3=O)NC3=NC=NC=C3)C1=O)CCC(CC2)C#N